(E)-2-(((2-hydroxynaphthalen-1-yl)methylene)amino)benzoic acid OC1=C(C2=CC=CC=C2C=C1)\C=N\C1=C(C(=O)O)C=CC=C1